2-pyrazoleamide N=1N(C=CC1)C(=O)N